BrC=1C(=NC(=NC1C=1OC=CN1)N)OC 5-bromo-4-methoxy-6-(oxazol-2-yl)pyrimidin-2-amine